C(N)(=O)C1=CC2=C(N(C(=N2)NC(=O)C2=CC(=NN2CC)C)C/C=C/CNC(OC(C)(C)C)=O)C(=C1)C tert-butyl (E)-(4-(5-carbamoyl-2-(1-ethyl-3-methyl-1H-pyrazole-5-carboxamido)-7-methyl-1H-benzo[d]imidazol-1-yl)but-2-en-1-yl)carbamate